6-[6-(cyclopropylethynyl)pyridin-3-yl]pyrimidin-4(3H)-one C1(CC1)C#CC1=CC=C(C=N1)C1=CC(NC=N1)=O